N(=[N+]=[N-])[C@H]1C(O[C@@H]([C@H]([C@@H]1OCC1=CC=CC=C1)OCC1=CC=CC=C1)COCC1=CC=CC=C1)O[C@@H]([C@H]([C@H](CO[Si](C1=CC=CC=C1)(C1=CC=CC=C1)C(C)(C)C)OCC1=CC=CC=C1)OCC1=CC=CC=C1)COC1=CC=C(C=C1)OC 4-O-[2-azido-3,4,6-tri-O-benzyl-2-deoxy-α,β-D-glucopyranosyl]-2,3-di-O-benzyl-5-O-(4-methoxyphenyl)-1-O-tert-butyldiphenylsilyl-D-ribitol